tert-butyl 3-(6-bromo-2-pyridyl)morpholine-4-carboxylate BrC1=CC=CC(=N1)C1N(CCOC1)C(=O)OC(C)(C)C